ClC=1C(=C(CNC(=O)C=2N=CN(C2)C2=NC(=NC=C2C)NC2CCOCC2)C=CC1)CO N-(3-chloro-2-(hydroxy-methyl)benzyl)-1-(5-methyl-2-((tetrahydro-2H-pyran-4-yl)amino)-pyrimidin-4-yl)-1H-imidazole-4-carboxamide